FC(=C(C(F)(F)F)C(F)(F)F)F 1,1,3,3,3-pentafluoro-2-(trifluoromethyl)-1-propene